ethylene glycol bis(butyrate) C(CCC)(=O)OCCOC(CCC)=O